N-[(3-exo)-8-azabicyclo[3.2.1]oct-3-yl]-6-(7-fluoro-2-methyl-2H-indazol-5-yl)[1,3]thiazolo[4,5-c]pyridin-2-amine hydrochloride Cl.C12CC(CC(CC1)N2)NC=2SC1=C(C=NC(=C1)C1=CC3=CN(N=C3C(=C1)F)C)N2